1'-(2-{1-[(cis)-3-hydroxy-3-methylcyclobutyl]-7-(trifluoromethyl)-1H-1,3-benzimidazol-5-yloxy}ethyl)-1H,2H-spiro[2λ6,1-benzisothiazole-3,4'-piperidine]-2,2-dione OC1(CC(C1)N1C=NC2=C1C(=CC(=C2)OCCN2CCC1(CC2)S(NC2=C1C=CC=C2)(=O)=O)C(F)(F)F)C